C(C(=C)C)(=O)OCC1C2CCC(C1)C2 2-norbornylmethyl Methacrylate